bis[2-(diphenylphosphoryl) phenyl] ether C1(=CC=CC=C1)P(=O)(C1=CC=CC=C1)C1=C(C=CC=C1)OC1=C(C=CC=C1)P(=O)(C1=CC=CC=C1)C1=CC=CC=C1